ClC1=NC=CC2=C1C=NN2CC=2N=C1N(C=C(C=C1)C1CC1)C2 4-chloro-1-((6-cyclopropylimidazo[1,2-a]pyridin-2-yl)methyl)-1H-pyrazolo[4,3-c]pyridine